di-tert-butyl ((5R,6R)-5-(3-(5-(N-(2,4-dimethoxybenzyl)-N-(1,2,4-thiadiazol-5-yl)sulfamoyl)-2,4-difluorophenyl)-1-hydroxypropyl)-3,3-dimethylheptane-1,6-diyl)dicarbamate COC1=C(CN(S(=O)(=O)C=2C(=CC(=C(C2)CCC(O)[C@H](CC(CCNC(OC(C)(C)C)=O)(C)C)[C@@H](C)NC(OC(C)(C)C)=O)F)F)C2=NC=NS2)C=CC(=C1)OC